O=C1NC(CC[C@@H]1N1C(C2=CC=C(C=C2C1)N1CCN(CC1)CCCCCC(=O)O)=O)=O (S)-6-(4-(2-(2,6-dioxopiperidin-3-yl)-1-oxoisoindolin-5-yl)piperazin-1-yl)hexanoic acid